FC1(CCC(CC1)[C@H](NC(=O)C=1C=NOC1C(C)C)C=1OC2=C(N1)C=C(C=C2)[C@@H](COC)N2C(N[C@@H](C2)C(F)(F)F)=O)F N-((S)-(4,4-difluorocyclohexyl)(5-((S)-2-methoxy-1-((S)-2-oxo-4-(trifluoromethyl)imidazolidin-1-yl)ethyl)benzo[d]oxazol-2-yl)methyl)-5-isopropyl-isoxazole-4-carboxamide